FC(S(=O)(=O)OC=1CC(OCC1)C)(F)F (2-methyl-3,6-dihydro-2H-pyran-4-yl) trifluoromethanesulfonate